6-chloro-N-methyl-4-phenyl-2,7-naphthyridin-1-amine ClC=1C=C2C(=CN=C(C2=CN1)NC)C1=CC=CC=C1